IC1=CC=2S(CCN(S(C2S1)(=O)=O)C)(=O)=O 7-iodo-2-methyl-3,4-dihydro-2H-thieno[3,2-f][1,5,2]dithiazepine 1,1,5,5-tetraoxide